BrCCOCC=C 3-(2-bromoethoxy)-1-propene